1-(3-fluoro-2-methylpyrazolo[1,5-a]pyridin-5-yl)ethan-1-one FC=1C(=NN2C1C=C(C=C2)C(C)=O)C